NC1=NC=CC(=C1Cl)SC1=CN=C(C(=N1)CO)N1CCC2([C@@H]([C@@H](OC2)C)N)CC1 (6-((2-amino-3-chloropyridin-4-yl)thio)-3-((3S,4S)-4-amino-3-methyl-2-oxa-8-azaspiro[4.5]dec-8-yl)pyrazin-2-yl)methanol